9-phenyl-9'-(4-phenylquinazolin-2-yl)-3,3'-bicarbazole C1(=CC=CC=C1)N1C2=CC=CC=C2C=2C=C(C=CC12)C=1C=CC=2N(C3=CC=CC=C3C2C1)C1=NC2=CC=CC=C2C(=N1)C1=CC=CC=C1